2-[4-Chloro-5-[(3R,4R)-3-methyl-1-(tetrahydrofuran-3-ylmethylsulfonyl)-4-piperidyl]-1H-imidazol-2-yl]-5-fluoro-pyridine ClC=1N=C(NC1[C@H]1[C@H](CN(CC1)S(=O)(=O)CC1COCC1)C)C1=NC=C(C=C1)F